C(CCCCCCCCCCCCC)C1=CC=C(C=C1)NC(C=CCCCCCCCC)=O N-(4-tetradecylphenyl)undecenamide